(trans)-Methyl 4-(2-chloro-3,4-difluorophenyl)-6-(4-(pyrrolidin-1-ylsulfonyl)cyclohexyl)-2-(thiazol-2-yl)-1,4-dihydropyrimidine-5-carboxylate ClC1=C(C=CC(=C1F)F)C1N=C(NC(=C1C(=O)OC)[C@@H]1CC[C@H](CC1)S(=O)(=O)N1CCCC1)C=1SC=CN1